tert-Butyl ((1r,4r)-4-(5-(imidazo[1,2-b]pyridazin-3-ylcarbamoyl)-6-methoxy-2H-indazol-2-yl) cyclohexyl)(methyl)carbamate N=1C=C(N2N=CC=CC21)NC(=O)C2=CC1=CN(N=C1C=C2OC)C2CCC(CC2)N(C(OC(C)(C)C)=O)C